Methyl (S)-4-bromo-2-((1,1,1-trifluoropropan-2-yl)oxy)benzoate BrC1=CC(=C(C(=O)OC)C=C1)O[C@H](C(F)(F)F)C